Magnesium lauryl sulfate S(=O)(=O)(OCCCCCCCCCCCC)[O-].[Mg+2].C(CCCCCCCCCCC)OS(=O)(=O)[O-]